N1=CC=CC2=C(C=CC=C12)CC(=O)N1C(CCC1)C(=O)N 1-[2-(quinolin-5-yl)acetyl]pyrrolidine-2-carboxamide